tert-butyl-4-[(4-[2-[(2,2-difluoro-ethyl)amino]-7-[trans-4-hydroxy-cyclohexyl]-7H-pyrrolo[2,3-d]-pyrimidin-5-yl]-phenyl)methyl]-piperazine-1-carboxylate C(C)(C)(C)OC(=O)N1CCN(CC1)CC1=CC=C(C=C1)C1=CN(C=2N=C(N=CC21)NCC(F)F)[C@@H]2CC[C@H](CC2)O